5-(2-chlorobenzyl)-6,7-difluoro-3-((2-fluorobenzyl)amino)-4H-benzo[e][1,2,4]thiadiazine 1,1-dioxide ClC1=C(CC2=C(C(=CC3=C2NC(=NS3(=O)=O)NCC3=C(C=CC=C3)F)F)F)C=CC=C1